IC=1C=C(C=CC1)C(CC(C(=O)OCC)=O)=O ethyl 4-(3-iodophenyl)-2,4-dioxobutyrate